C(=O)(O)C1=CC=C(C=C1)CCN(C1C=2C=CC(=NC2CCC1)C(=O)O)CCC1=C(C=CC=C1)OCC1=C(C=C(C=C1)C1=CC=C(C=C1)C(F)(F)F)Cl 5-{[2-(4-carboxyphenyl)ethyl][2-(2-{[3-chloro-4'-(trifluoromethyl)biphenyl-4-yl]methoxy}phenyl)ethyl]amino}-5,6,7,8-tetrahydroquinoline-2-carboxylic acid